benzyl 8-methyl-4-(14-oxo-9-oxa-2,5,6,13,19,20-hexazatetracyclo[11.6.2.13,6.017,21]docosa-1(19),3(22),4,15,17,20-hexaen-15-yl)-2,3-dihydroquinoxaline-1-carboxylate CC=1C=CC=C2N(CCN(C12)C(=O)OCC1=CC=CC=C1)C=1C(N2CCCOCCN3N=CC(NC4=NC=C(C1)C2=N4)=C3)=O